O(C1[C@H](O)[C@@H](O)[C@@H](O)[C@H](O1)CO)C1=C(C=CC=C1)[N+](=O)[O-] ortho-nitrophenyl galactopyranoside